BENZOPHENOXAZINE C1=CC=CC=2C=CC=3OC=4C=CC=CC4NC3C21